(R,E)-N-(3-(2-((tert-butyldimethylsilyl)oxy)ethoxy)propylidene)-2-methylpropane-2-sulfinamide [Si](C)(C)(C(C)(C)C)OCCOCC\C=N\[S@](=O)C(C)(C)C